C(CC(C)C)C1N(CCCNC1)S(=O)(=O)C=1N=C(C2=CC=CC=C2C1)OC ((2-isopentyl-1,4-diazacycloheptan-1-yl)sulfonyl)-1-methoxyisoquinoline